FC(C1=C(C(=CC=C1)C(F)(F)F)C=1N=C2NS(C=3C=CC=C(C(N([C@@H](COC(C1)=N2)CC(C)C)C2CC1(CC1)C2)=O)C3)(=O)=O)(F)F (11R)-6-[2,6-bis(trifluoromethyl)phenyl]-11-isobutyl-2,2-dioxo-12-spiro[2.3]hexan-5-yl-9-oxa-2λ6-thia-3,5,12,19-tetrazatricyclo[12.3.1.14,8]nonadeca-1(18),4,6,8(19),14,16-hexaen-13-one